mercury germanium [Ge].[Hg]